2-(dodecylthiocarbonylthio)-2-hydroxysuccinimide C(CCCCCCCCCCC)C(=S)SC1(C(=O)NC(C1)=O)O